[Cl-].[Cl-].[Zr+2].C1C(=CC2=CC=CC=C12)C1=C(C=CC=C1)C1=C(C=CC=C1)C=1CC2=CC=CC=C2C1 2,2'-bis(2-indenyl)biphenyl zirconium dichloride